ethyl-p-methoxyphenylcarbodiimide methacrylate C(C(=C)C)(=O)O.C(C)N=C=NC1=CC=C(C=C1)OC